CSC=1SC2=C(N1)C=CC(=C2)C(=O)OC methyl 2-(methylsulfanyl)-1,3-benzothiazole-6-carboxylate